N1N=NC(=C1)C(=O)N (E)-1H-1,2,3-triazole-4-carboxamide